N-[(2-chloroquinolin-7-yl)methyl]-N-(2-methanesulfonylpyridin-3-yl)acetamide ClC1=NC2=CC(=CC=C2C=C1)CN(C(C)=O)C=1C(=NC=CC1)S(=O)(=O)C